(1R,2S)-N-(2,4-difluorobenzyl)-8-hydroxy-2,5,5-trimethyl-7,9-dioxo-2,3,4,5,7,9-hexahydro-1,6-methanopyrido[1,2-b][1,2,5]triazonine-10-carboxamide FC1=C(CNC(=O)C=2C(C(=C3N(N4[C@H](CCC(N(C3=O)C4)(C)C)C)C2)O)=O)C=CC(=C1)F